[Fe].OC1[C@H](N)[C@@H](O)[C@H](O)[C@H](O1)CO glucosamine iron salt